3,5-dimethyl-pyrazole-4-carboxylate CC1=NNC(=C1C(=O)[O-])C